1-(2-carboxyethyl)-3,3-dimethyl-3H-indole C(=O)(O)CCN1CC(C2=CC=CC=C12)(C)C